1-(4-((3-Carbamoyl-5-ethyl-6-((tetrahydro-2H-pyran-4-yl)amino)-2-methoxyphenyl)piperidin-4-yl)piperazin-1-yl)N-hydroxy-pyrimidine-5-carboxamide C(N)(=O)C=1C(=C(C(=C(C1)CC)NC1CCOCC1)N1CCC(CC1)N1CCN(CC1)N1CN=CC(=C1)C(=O)NO)OC